C(C=C)(=O)NC1=C(C=C(C(=O)O)C=C1)C(F)(F)F 4-acrylamido-3-(trifluoromethyl)benzoic acid